2,2-DICHLOROPENTANAL ClC(C=O)(CCC)Cl